2-(2-propenyl)-furan C(C=C)C=1OC=CC1